5-(2,4-difluorophenyl)-3,4-dihydro-2H-pyran FC1=C(C=CC(=C1)F)C=1CCCOC1